C1=CC(=CC=2C3=CC=CC=C3N(C12)C1=C(C(=C(C(=C1C1=CC=CC=C1)C1=CC=CC=C1)C#N)C1=CC=CC=C1)C1=CC=CC=C1)N1C2=CC=CC=C2C=2C=CC=CC12 6'-(9H-[3,9'-bicarbazol]-9-yl)-4',5'-diphenyl-[1,1':2',1''-terphenyl]-3'-carbonitrile